ClC=1C=C(N)C=C(C1OC=1N=NC(=C(C1)C1=C(C(=CC=C1)C)F)Cl)Cl 3,5-dichloro-4-[[6-chloro-5-(2-fluoro-3-methylphenyl)pyridazin-3-yl]oxy]aniline